(S)-N-methyl-3-((3-methyl-2,4-dioxo-1,2,3,4-tetrahydrothieno[3,2-d]pyrimidin-6-yl)methyl)-1,2,3,4,4a,5-hexahydropyrazino[1,2-d]pyrido[2,3-b][1,4]oxazine-8-carboxamide CNC(=O)C=1C=CC2=C(OC[C@H]3N2CCN(C3)CC3=CC=2NC(N(C(C2S3)=O)C)=O)N1